Cl.NCCNS(=O)(=O)C1CCCCC1 N-(2'-aminoethyl)cyclohexanesulfonamide hydrochloride